COC=1C=C(C=C(C1)C(F)(F)F)NC1=C2C=C(NC2=C(C=C1)F)C(=O)O 4-((3-methoxy-5-trifluoromethylphenyl)amino)-7-fluoro-1H-indole-2-carboxylic acid